3-(5-(4-(difluoromethyl)phenyl)-3-oxo-6,7-dihydro-3H-pyrrolo[2,1-c][1,2,4]triazol-2(5H)-yl)bicyclo[1.1.1]pentane-1-carbonitrile FC(C1=CC=C(C=C1)C1CCC2=NN(C(N21)=O)C21CC(C2)(C1)C#N)F